C(=O)OC1=C(C=CC(=C1)N1N=CC=C1)C=1N=C2N(C=CC(=N2)C2CC(NC(C2)(C)C)(C)C)C1 5-(1H-pyrazol-1-yl)-2-(7-(2,2,6,6-tetramethylpiperidin-4-yl)imidazo[1,2-a]pyrimidin-2-yl)phenol formate